2-(4-cyclopropyl-6-methoxy-pyrimidin-5-yl)-4,5-dimethyl-6-[[4-[1-methyl-4-(trifluoromethyl)imidazol-2-yl]phenyl]methoxy]pyrimidine C1(CC1)C1=NC=NC(=C1C1=NC(=C(C(=N1)C)C)OCC1=CC=C(C=C1)C=1N(C=C(N1)C(F)(F)F)C)OC